C(CCCCCCC)N1SC=CC1=O 2-n-Octyl-4-isothiazolin-3-on